2-(6-bromo-2-methylimidazo[4,5-b]pyridin-1-yl)acetohydrazide BrC=1C=C2C(=NC1)N=C(N2CC(=O)NN)C